CC1=CC=C(C=N1)CN1N=C2N(CCCC2)C1=O (5RS)-2-[(6-Methylpyridin-3-yl)methyl]-3-oxo-2,3,5,6,7,8-hexahydro[1,2,4]triazolo[4,3-a]pyridin